Cl.ClC=1C=CC(=C(CNC[C@H]2CNCC2)C1)OCCC (R)-N-(5-chloro-2-propoxybenzyl)-1-(pyrrolidin-3-yl)methanamine hydrochloride